n-hexylaspartamid C(CCCCC)N[C@@H](CC(=O)N)C(=O)N